3-methyl-2-pentyl-2-cyclopenten-1-one CC1=C(C(CC1)=O)CCCCC